(S)-N-(3-(2-((2-fluoro-3-(methylsulfonyl)phenyl)amino)-5-methyl-pyrimidin-4-yl)-1H-indol-7-yl)-2-(piperazin-1-yl)propanamide FC1=C(C=CC=C1S(=O)(=O)C)NC1=NC=C(C(=N1)C1=CNC2=C(C=CC=C12)NC([C@H](C)N1CCNCC1)=O)C